CC1=NC=C(C(=O)N[C@H]2CCC3=CC(=CC=C23)N2C(=NC=3C2=NC(=CC3)B(O)O)C3=CC=CC=C3)C=C1 (S)-(3-(1-(6-methylnicotinamido)-2,3-dihydro-1H-inden-5-yl)-2-phenyl-3H-imidazo[4,5-b]pyridin-5-yl)boronic acid